(R)-N-(4-cyclobutyl-1-methyl-3-(1-(trifluoromethyl)cyclobutyl)-1H-pyrazol-5-yl)-2,2-difluorocyclopropane-1-carboxamide C1(CCC1)C=1C(=NN(C1NC(=O)[C@@H]1C(C1)(F)F)C)C1(CCC1)C(F)(F)F